C(=O)(O)CC[SH+]CCC(=O)O bis-(2-carboxyethyl)sulfonium